C1(=CC=C(C=C1)[C@@H](CCC)N)C (R)-1-(4-tolyl)-1-butylamine